N1C=NC(=C1)B(O)O 1H-imidazole-4-boronic acid